(1R,2S,5S)-N-[cyano(phthalazin-1-yl)methyl]-3-[(2S)-3-cyclopropyl-2-[[(3R)-tetrahydrofuran-3-carbonyl]amino]propanoyl]-6,6-dimethyl-3-azabicyclo[3.1.0]hexane-2-carboxamide C(#N)C(NC(=O)[C@@H]1[C@H]2C([C@H]2CN1C([C@H](CC1CC1)NC(=O)[C@H]1COCC1)=O)(C)C)C1=NN=CC2=CC=CC=C12